bis(2,2,6,6-tetramethylpiperidinium) magnesium [Mg+2].CC1([NH2+]C(CCC1)(C)C)C.CC1([NH2+]C(CCC1)(C)C)C